(R)-1-(2-methyl-3-(trifluoromethyl)phenyl)ethan-1-amine CC1=C(C=CC=C1C(F)(F)F)[C@@H](C)N